3-{3-methyl-2-oxo-5-[(3S)-3-(piperidin-4-yl)pyrrolidin-1-yl]-1,3-benzodiazol-1-yl}piperidine-2,6-dione CN1C(N(C2=C1C=C(C=C2)N2C[C@@H](CC2)C2CCNCC2)C2C(NC(CC2)=O)=O)=O